FC=1C(=C(C=CC1F)[C@H]1[C@H](O[C@@]([C@@H]1C)(C(F)(F)F)C)C(=O)NC1=CC(=NC(=C1)F)C(=O)N)OC 4-[[(2S,3s,4r,5s)-3-(3,4-difluoro-2-methoxy-phenyl)-4,5-dimethyl-5-(trifluoromethyl)tetrahydrofuran-2-carbonyl]amino]-6-fluoro-pyridine-2-carboxamide